C(CCCCCCCCCCC)SC1=CC=C(C=C1)C(=O)C1=CC=C(C=C1)OC (4-dodecylsulfanyl-phenyl)-(4-methoxy-phenyl)-methanone